NC=1N=C(SC1C(=O)C1=CC(=NO1)C(=O)NC1CCCC1)N(C1=CC(=C(C=C1)F)F)C(C(=O)N)C 5-[4-amino-2-(N-(2-amino-1-methyl-2-oxoethyl)-3,4-difluoro-anilino)thiazole-5-carbonyl]-N-cyclopentyl-isoxazole-3-carboxamide